N1=NC(=CC=C1)CN1C2(CC2)CN(CC1)C(=O)OC(C)(C)C tert-butyl 4-(pyridazin-3-ylmethyl)-4,7-diazaspiro[2.5]octane-7-carboxylate